trihexylphosphonium tetrakis(pentafluorophenyl)borate FC1=C(C(=C(C(=C1[B-](C1=C(C(=C(C(=C1F)F)F)F)F)(C1=C(C(=C(C(=C1F)F)F)F)F)C1=C(C(=C(C(=C1F)F)F)F)F)F)F)F)F.C(CCCCC)[PH+](CCCCCC)CCCCCC